NC(/C=C/C1(C(CCC1)=O)C(=O)OC)=O methyl (E)-1-(3-amino-3-oxoprop-1-en-1-yl)-2-oxocyclopentane-1-carboxylate